2-(m-fluorophenylamino)benzoic acid FC=1C=C(C=CC1)NC1=C(C(=O)O)C=CC=C1